BrC1=C(C=C(C=C1)C(=O)N1CC(S(CC1)(=O)=O)(C=1SC(=CN1)CC1=C(C=CC=C1)C1=NC=NC=C1)F)Cl (4-bromo-3-chlorophenyl)(2-fluoro-1,1-dioxido-2-(5-(2-(pyrimidin-4-yl)benzyl)thiazol-2-yl)thiomorpholino)methanone